tert-Butyl 2-amino-3-(5-fluorobenzo[d]thiazol-2-yl)-5,7-dimethyl-4,7-dihydrothieno[2,3-c]pyridine-6(5H)-carboxylate NC1=C(C2=C(C(N(C(C2)C)C(=O)OC(C)(C)C)C)S1)C=1SC2=C(N1)C=C(C=C2)F